4-methoxybenzyl (4-((6-methylnicotinamido)meth-yl)phenyl)carbamate CC1=NC=C(C(=O)NCC2=CC=C(C=C2)NC(OCC2=CC=C(C=C2)OC)=O)C=C1